8-(2-ethyl-7,7-dimethyl-2-norbornyloxycarbonyl)-tetracyclo[4.4.0.12,5.17,10]-3-dodecene C(C)C1(C2CCC(C1)C2(C)C)OC(=O)C2C1C3C4C=CC(C3C(C2)C1)C4